NC1=C2C(=NC=N1)N(N=C2C2=CC(=C(C=C2)NC(=O)NC2=CC(=C(C=C2)CN2CCN(CC2)C)C(F)(F)F)F)C2CN(CCC2)C 1-(4-(4-AMINO-1-(1-METHYLPIPERIDIN-3-YL)-1H-PYRAZOLO[3,4-D]PYRIMIDIN-3-YL)-2-FLUOROPHENYL)-3-(4-((4-METHYLPIPERAZIN-1-YL)METHYL)-3-(TRIFLUOROMETHYL)PHENYL)UREA